CNS(=O)(=O)C1=CC(=C(C=C1)NC1=NC=C(C=C1)C(F)(F)F)C=1N=C2COC(CN2C1)C N-methyl-3-(6-methyl-5,6-dihydro-8H-imidazolo[2,1-c][1,4]oxazin-2-yl)-4-((5-(trifluoromethyl)pyridin-2-yl)amino)benzenesulfonamide